trans-5-(2-(4-Chloro-3-methoxy-5-methylphenyl)cyclopropyl)-2,2'-bipyrimidine ClC1=C(C=C(C=C1C)[C@H]1[C@@H](C1)C=1C=NC(=NC1)C1=NC=CC=N1)OC